(5-((6,7-dimethoxy-4-oxo-3,4-dihydrophthalazin-1-yl)methyl)indolin-1-yl)sulphonylcarbamic acid tert-butyl ester C(C)(C)(C)OC(NS(=O)(=O)N1CCC2=CC(=CC=C12)CC1=NNC(C2=CC(=C(C=C12)OC)OC)=O)=O